The molecule is a member of the class of phenols that is phenol substituted with a tert-butyl group at position 4. It has a role as an allergen. CC(C)(C)C1=CC=C(C=C1)O